(3Z)-6-hydroxy-3-hexenyldecanoyloxymethyl ether OC(CCC(CC(=O)OCOCOC(CC(CCC(CCCC)O)C=CCCCC)=O)C=CCCCC)CCCC